C1(CC1)N(C1=C2C=NN(C(C2=C(C=C1)C)=O)C)C1CC2(CN(C2)CCCC2=CC=3N(C=C2F)C=NN3)C1 5-[cyclopropyl-[2-[3-(6-fluoro-[1,2,4]triazolo[4,3-a]pyridin-7-yl)propyl]-2-azaspiro[3.3]heptan-6-yl]amino]-2,8-dimethyl-phthalazin-1-one